Cl.COC1=NC=CC(=N1)N1CC2CNCC2C1 2-(2-methoxypyrimidin-4-yl)octahydropyrrolo[3,4-c]pyrrole hydrochloride